COC=1C=CC=C2C=CC(=NC12)C=O 8-methoxyquinoline-2-formaldehyde